tert-butyl 5,6-difluoro-2-[({6-methoxy-5-[(1-methylpiperidin-4-yl)methoxy]-1,3-benzothiazol-2-yl}methyl)carbamoyl]-2,3-dihydro-1H-indene-2-carboxylate FC=1C=C2CC(CC2=CC1F)(C(=O)OC(C)(C)C)C(NCC=1SC2=C(N1)C=C(C(=C2)OC)OCC2CCN(CC2)C)=O